O=C1NCCC2CCN(CC12)C(=O)OC(C)(C)C tert-butyl 8-oxo-octahydro-2,7-naphthyridine-2(1H)-carboxylate